BrCC(C[C@]1(N(C[C@@H](C1)F)C(=O)OC(C)(C)C)C(=O)OC)O 1-(tert-Butyl) 2-methyl (2R,4R)-2-(3-bromo-2-hydroxypropyl)-4-fluoropyrrolidine-1,2-dicarboxylate